CC(C)C1=C(C(=CC(=C1)C1CCCC2=CC=CC=C12)C(C)C)CC(=O)NS(=O)(=O)C1=CC=C(C=C1)CN(C)C 2-[2,6-bis(propan-2-yl)-4-(1,2,3,4-tetrahydronaphthalen-1-yl)phenyl]-N-{4-[(dimethylamino)methyl]benzene-sulfonyl}acetamide